C(\C=C/C(=O)[O-])(=O)[O-].[Na+].[Na+] Natrium maleinat